5-((2-ethynyl-5-fluoropyridin-4-yl)oxy)-1H-1,2,3-triazole-4-carboxylic acid C(#C)C1=NC=C(C(=C1)OC1=C(N=NN1)C(=O)O)F